7-methyl-7H-pyrrolo[2,3-d]pyrimidine oxalate C(C(=O)O)(=O)O.CN1C=CC2=C1N=CN=C2